C1(CC1)C1=C(C=CC(=N1)C(=O)NC1=CC(=CC=C1)[C@H](C)SC1=NN=CN1C)F 6-Cyclopropyl-5-fluoro-N-[3-[(1S)-1-[(4-methyl-1,2,4-triazol-3-yl)sulfanyl]ethyl]phenyl]pyridine-2-carboxamide